3-[(pyridin-2-yl)-amino](2H4)-propanoic acid N1=C(C=CC=C1)NC(C(C(=O)O)([2H])[2H])([2H])[2H]